N-(tert-butyl)-3-((2-((4-(1-((2-(2,6-dioxopiperidin-3-yl)-7-fluoro-1,3-dioxoisoindolin-5-yl)methyl)piperidin-4-yl)phenyl)amino)-5-methylpyrimidin-4-yl)amino)benzenesulfonamide C(C)(C)(C)NS(=O)(=O)C1=CC(=CC=C1)NC1=NC(=NC=C1C)NC1=CC=C(C=C1)C1CCN(CC1)CC=1C=C2C(N(C(C2=C(C1)F)=O)C1C(NC(CC1)=O)=O)=O